((4-(6-((4-chloroquinolin-8-yl)Methoxy)pyridin-2-yl)piperidin-1-yl)methyl)-1-(oxetan-2-ylmethyl)-1H-benzo[d]imidazole-6-carboxylic acid tert.Butyl ester C(C)(C)(C)OC(=O)C=1C=CC2=C(N(C(=N2)CN2CCC(CC2)C2=NC(=CC=C2)OCC=2C=CC=C3C(=CC=NC23)Cl)CC2OCC2)C1